FC1(CN(CC1)C1=C(C(=O)NC2=CC=C(C=C2)C)C=C(C=C1)S(N(C)C)(=O)=O)F 2-(3,3-difluoropyrrolidin-1-yl)-5-(N,N-dimethylsulfamoyl)-N-(p-tolyl)benzamide